C(CCCCCCCCC)C(CC1=CC=C(S1)C=1SC2=C(N1)C(=C1C(N=C(S1)C=1SC(=CC1)CC(CCCCCCCCCCCC)CCCCCCCCCC)=C2C=2SC=CC2)C=2SC=CC2)CCCCCCCCCCCC 2,6-bis[5-(2-decyltetradecyl)thiophen-2-yl]-4,8-dithiophen-2-yl-benzo[1,2-d:4,5-d']bisthiazole